C(CCOC(C(CC(=O)[O-])=O)CC)OC(C(CC(=O)[O-])=O)CC 1,3-propanedioxybis(ethylacetoacetate)